3-[1-methyl-7-[(3S)-pyrrolidin-3-yl]indazol-3-yl]piperidine-2,6-dione CN1N=C(C2=CC=CC(=C12)[C@H]1CNCC1)C1C(NC(CC1)=O)=O